FC(N1N=C(C=C1)C1=C(C=NC(=C1)C1=CC=C(C=C1)F)C1CN(CC1)S(=O)(=O)NC)F 3-(4-(1-(difluoromethyl)-1H-pyrazol-3-yl)-6-(4-fluorophenyl)pyridin-3-yl)-N-methylpyrrolidine-1-sulfonamide